CN1CCC(CC1)(C1=NN=C(N1)C1=CC=NC=C1)NC=1C=C(C(=O)NCC2=CC=C(OCCCCCOCCCOCC(=O)O)C=C2)C=CC1 2-(3-((5-(4-((3-((1-methyl-4-(5-(pyridin-4-yl)-4H-1,2,4-triazol-3-yl)piperidin-4-yl)amino)benzamido)methyl)phenoxy)pentyl)oxy)propoxy)acetic acid